S-(3-((2-((S)-2-cyanopyrrolidin-1-yl)-2-oxoethyl)amino)adamantan-1-yl) ethanethioate C(C)(SC12CC3(CC(CC(C1)C3)C2)NCC(=O)N2[C@@H](CCC2)C#N)=O